(S)-N-(4-(5-(1-acryloylpiperidin-3-yl)-1,2,4-oxadiazol-3-yl)-2-(trifluoromethyl)phenyl)-6-(1H-pyrazol-5-yl)picolinamide C(C=C)(=O)N1C[C@H](CCC1)C1=NC(=NO1)C1=CC(=C(C=C1)NC(C1=NC(=CC=C1)C1=CC=NN1)=O)C(F)(F)F